2,6-dibromo-4-fluoro-1-ethoxybenzene BrC1=C(C(=CC(=C1)F)Br)OCC